3-((S)-3-((R)-8-(2,3-dihydro-1H-pyrido[2,3-b][1,4]oxazin-7-ylsulfonyl)-1-oxa-8-azaspiro[4.5]decan-3-ylamino)-2-hydroxypropoxy)-N-methylbenzenesulfonamide N1C2=C(OCC1)N=CC(=C2)S(=O)(=O)N2CCC1(C[C@H](CO1)NC[C@@H](COC=1C=C(C=CC1)S(=O)(=O)NC)O)CC2